5-(4-chlorophenyl)-2-(3,4-dichlorophenyl)-1,6-dimethyl-4-oxo-pyridine-3-carboxylic acid ClC1=CC=C(C=C1)C=1C(C(=C(N(C1C)C)C1=CC(=C(C=C1)Cl)Cl)C(=O)O)=O